ClC1=CC=C2C(=CNC2=C1)S(=O)(=O)NC1=C(C=CC(=C1)F)C#N 6-chloro-N-(2-cyano-5-fluorophenyl)-1H-indole-3-sulfonamide